tert-Butyl (2S,4R)-4-[tert-butyl(diphenyl)silyl]oxy-2-(8-fluoro-6-formyl-6,7-dihydro-5H-cyclopenta[f][1,3]benzoxazol-2-yl)pyrrolidine-1-carboxylate [Si](C1=CC=CC=C1)(C1=CC=CC=C1)(C(C)(C)C)O[C@@H]1C[C@H](N(C1)C(=O)OC(C)(C)C)C=1OC2=C(N1)C=C1C(=C2F)CC(C1)C=O